1-[(3S)-3-{4-Amino-3-[2-(6-chloro-1-cyclopropyl-7-fluoro-1,3-benzodiazol-5-yl)ethynyl]pyrazolo[3,4-d]pyrimidin-1-yl}pyrrolidin-1-yl]prop-2-en-1-one NC1=C2C(=NC=N1)N(N=C2C#CC2=CC1=C(N(C=N1)C1CC1)C(=C2Cl)F)[C@@H]2CN(CC2)C(C=C)=O